(1-(3-(2-aminoethyl)-5-methyl-1H-pyrazol-1-yl)cyclopropyl)methanol NCCC1=NN(C(=C1)C)C1(CC1)CO